trimethoxysilyl-propyl-N,N,N-trimethyl-ammonium chloride [Cl-].CO[Si](OC)(OC)CCC[N+](C)(C)C